NC1=C2N=CN(C2=NC(=N1)Cl)C1CCC(CC1)C(=O)NC=1SC=C(N1)C(F)(F)F 4-(6-amino-2-chloro-9H-purin-9-yl)-N-[4-(trifluoromethyl)-1,3-thiazol-2-yl]cyclohexanecarboxamide